BrC=1C=C2C(=NC1)N=C(O2)C=2C(=C(C=C(C2)F)NC(C2=C(C=CC=C2)Cl)=O)C N-(3-(6-bromooxazolo[4,5-b]pyridin-2-yl)-5-fluoro-2-methylphenyl)-2-chlorobenzamide